C12C=CC(C3C1C(=O)OC3=O)C2 bicyclo[2.2.1]-2-heptene-5,6-dicarboxylic anhydride